7-methyl-5-(8-methyl-[1,2,4]triazolo[1,5-a]pyridin-6-yl)-1-(1-methyl-piperidin-4-yl)-1,3-dihydro-2H-benzo[d]imidazol-2-one CC1=CC(=CC2=C1N(C(N2)=O)C2CCN(CC2)C)C=2C=C(C=1N(C2)N=CN1)C